O1C2=C(N=CC1)C=NC=C2 2H-pyrido[4,3-b][1,4]oxazine